(2R)-2-methylpiperidin-4-ol C[C@H]1NCCC(C1)O